1-[7-[3-(1,3-dioxolan-2-yl)propyl]imidazo[1,2-a]pyridin-3-yl]hexahydropyrimidine-2,4-dione O1C(OCC1)CCCC1=CC=2N(C=C1)C(=CN2)N2C(NC(CC2)=O)=O